CN(CCCCCCN(C)C)C 1,6-bis(dimethylamino)hexane